C(CCCCCCCCCCCCCCCCC)(=O)OCCCCCCCCCCCCCCCCCCCC icosanyl stearate